ethyl 2-[(3-amino-2-methyl-propionyl) amino]-4-methyl-thiazole-5-carboxylate NCC(C(=O)NC=1SC(=C(N1)C)C(=O)OCC)C